C1(CC1)C1=C(N=NC(=C1)C=1C(NC(NC1)=O)=O)C#N 4-cyclopropyl-6-(2,4-dioxo-1H-pyrimidin-5-yl)pyridazine-3-carbonitrile